N2-[(4-Bromo-1-ethyl-3-methyl-1H-pyrazol-5-yl)carbonyl]-N-{(1S)-1-cyano-2-[(3S)-2-oxopyrrolidin-3-yl]ethyl}-4-methyl-L-leucinamide BrC=1C(=NN(C1C(=O)N[C@@H](CC(C)(C)C)C(=O)N[C@@H](C[C@H]1C(NCC1)=O)C#N)CC)C